C12C(C3CC(CC(C1)C3)C2)NC(CN2C(C(=CC=C2)NC([C@H](CCC(C(=O)N)=O)NC(=O)C2=C(N=NS2)C)=O)=O)=O (S)-N1-(1-(2-(2-adamantylamino)-2-oxoethyl)-2-oxo-1,2-dihydropyridin-3-yl)-2-(4-methyl-1,2,3-thiadiazole-5-carboxamido)-5-oxohexanediamide